FC=1C(=NC=C(C1)C(F)(F)F)N1CCN(CC1)C(CCCCC1=NNC(C2=CC=CC=C12)=O)=O 4-(5-(4-(3-fluoro-5-(trifluoromethyl)pyridin-2-yl)piperazin-1-yl)-5-oxopentyl)phthalazin-1(2H)-one